(Sa)-3-amino-6-bromo-2',3'-dichloro-2-fluoro-[1,1'-biphenyl]-4-carboxylic acid NC=1C(=C(C(=CC1C(=O)O)Br)C1=C(C(=CC=C1)Cl)Cl)F